BrC=1C=C(C=2C(=NNC2C1)C=O)C(=O)O 6-BROMO-3-FORMYL-4-INDAZOLECARBOXYLIC ACID